(S)-N-(6-chloro-4-(1-methoxyethyl)-1,5-naphthyridin-3-yl)-N'-(5-chloro-2-methyl-6-(2H-1,2,3-triazol-2-yl)pyridin-3-yl)urea ClC=1N=C2C(=C(C=NC2=CC1)NC(=O)NC=1C(=NC(=C(C1)Cl)N1N=CC=N1)C)[C@H](C)OC